S=O.[Cu].[La] Lanthanum Copper Sulfur Oxide